CCN(CC)C(=O)CC(C)(C)O N,N-diethyl-3-hydroxy-3-methylbutanamide